6-hydroxy-2,3-dihydro-1H-indene-4-carbonitrile OC=1C=C(C=2CCCC2C1)C#N